C(C)C1=NN=NC=C1 ethyl-triazine